ONC(C(CC1=CC=C(C=C1)OC)N1N=NC=C1)=O 1-(1-(hydroxyamino)-3-(4-methoxyphenyl)-1-oxopropan-2-yl)-1H-1,2,3-triazol